4-(4,4,5,5-Tetramethyl-1,3,2-dioxaborolan-2-yl)bicyclo[4.2.0]octa-1,3,5-triene CC1(OB(OC1(C)C)C1=CC=C2CCC2=C1)C